C(=O)(O)[C@H](CC1=CC=CC=C1)NC(=O)N[C@@H](CC1=CC=C(OC(C(=O)O)C(=O)O)C=C1)C(NCCCCC)=O 2-{4-[(2s)-2-[({[(1s)-1-carboxy-2-phenylethyl]amino}carbonyl)amino]-3-oxo-3-(pentylamino)propyl]phenoxy}malonic acid